C1(=CC(=CC=C1)C(=O)N)C1=CC=CC=C1 ([1,1'-Biphenyl]-3-carboxamide)